2-chloro-N-(4-(oxazol-5-yl)phenyl)-N-(2-oxo-1-(pyrazin-2-yl)-2-((tetrahydro-2H-pyran-4-yl)amino)ethyl)acetamide ClCC(=O)N(C(C(NC1CCOCC1)=O)C1=NC=CN=C1)C1=CC=C(C=C1)C1=CN=CO1